ClC1=C(C(=O)NC2(CC2)C#N)C=C(C=C1)C=1C=NN(C1)C=1N(N=C(C1C(F)(F)F)O)C 2-chloro-N-(1-cyanocyclopropyl)-5-[1-[5-hydroxy-2-methyl-4-(trifluoromethyl)pyrazol-3-yl]pyrazol-4-yl]benzamide